4-((4-chloro-5-cyanopyrimidin-2-yl)amino)benzenesulfonamide ClC1=NC(=NC=C1C#N)NC1=CC=C(C=C1)S(=O)(=O)N